(3S,4S,5S,6R)-3-chloro-6-(hydroxymethyl)tetrahydro-2H-pyran-2,4,5-triol Cl[C@@H]1C(O[C@@H]([C@H]([C@@H]1O)O)CO)O